(R)-N-((7-(2-oxooxazolidin-5-yl)-4-(4-(trifluoromethoxy)phenyl)benzo[d]oxazol-6-yl)methyl)acrylamide O=C1O[C@@H](CN1)C1=C(C=C(C=2N=COC21)C2=CC=C(C=C2)OC(F)(F)F)CNC(C=C)=O